C(C)(C)(C)OC(=O)NC1=C(SC=C1Cl)C(=O)OC methyl 3-[(tert-butoxycarbonyl)amino]-4-chlorothiophene-2-carboxylate